[Pb]=S.[Zn].[Pb] lead-zinc-lead-sulfide